5'-chloro-N-[(4-fluorophenyl)methyl]-7'-oxo-7',8'-dihydro-6'H-spiro[cyclohexane-1,9'-furo[2,3-f]quinazoline]-2'-carboxamide ClC=1C=C2C(=C3C4(NC(NC13)=O)CCCCC4)OC(=C2)C(=O)NCC2=CC=C(C=C2)F